S-methyl-(benzothiadiazole) CS1N=NC2=C1C=CC=C2